phenoxytriphenylene O(C1=CC=CC=C1)C1=CC=CC=2C3=CC=CC=C3C3=CC=CC=C3C12